CC1COCO1 5-methyl-1,3-dioxolane